OC=1C2=C(N=CN1)NC(=C2I)C2=CC=C(C=C2)[N+](=O)[O-] 4-hydroxy-5-iodo-6-(4-nitro-phenyl)-7H-pyrrolo[2,3-d]Pyrimidine